perfluoro(2,3-dimethyl-3-nonen-5-one) FC(C(C(=C(C(C(C(C(C(F)(F)F)(F)F)(F)F)(F)F)=O)F)C(F)(F)F)(C(F)(F)F)F)(F)F